3-(pyrrolidin-3-yl)-1-(1,3-thiazol-4-carbonyl)-1H-pyrazol-5-amine N1CC(CC1)C1=NN(C(=C1)N)C(=O)C=1N=CSC1